C(C1=CC=CC=C1)OC1CCC(CC1)C(C)(C)N 2-((1r,4r)-4-(benzyloxy)cyclohexyl)propan-2-amine